(oxazol-2-yl)-[1,2,4]triazolo[1,5-c]pyrimidin O1C(=NC=C1)C1=NN2C=NC=CC2=N1